ClC1=CC(=C(C=C1)C1=NC(=CC=2N=C(N(C(C21)=O)C)C)N2C[C@H](OCC2)C2=CC=C(C=C2)OC)F 5-(4-chloro-2-fluorophenyl)-7-((2R)-2-(4-methoxyphenyl)-4-morpholinyl)-2,3-dimethylpyrido[4,3-d]pyrimidin-4(3H)-one